N-(3-(1,2-dihydroxyethyl)-1-trityl-1H-pyrazolo[4,3-c]pyridin-6-yl)acetamide OC(CO)C1=NN(C2=C1C=NC(=C2)NC(C)=O)C(C2=CC=CC=C2)(C2=CC=CC=C2)C2=CC=CC=C2